[Sr].[Al].[Sr] strontium aluminium Strontium